OCC(=O)[C@@H](O)[C@H](O)CO xylulose